C(C)(C)C1=C(C=CC=C1)C1=NC=C2NC(N(C2=N1)CC1=CC=C(C=C1)CN1CCOCC1)=O 2-(2-isopropylphenyl)-9-(4-(morpholinomethyl)benzyl)-7,9-dihydro-8H-purin-8-one